Tri-(isopropylphenyl)-phosphat C(C)(C)C1=C(C=CC=C1)OP(=O)(OC1=C(C=CC=C1)C(C)C)OC1=C(C=CC=C1)C(C)C